O[C@H]1[C@@H](CCCC1)CN(CCCCCCCC(=O)N(CCCCCCCCCC)CCCCCCCCCC)CCCCCCCC(=O)N(CCCCCCCCCC)CCCCCCCCCC 8,8'-((((1S,2R)-2-hydroxycyclohex-yl)methyl)azanedi-yl)bis(N,N-didecyl-octanamide)